N1(CCCCCC1)S(=O)(=O)C=1C=C(C=CC1CCCCC)NC(CN(C)CC(=O)NC1=CC(=CC=C1)F)=O N-(3-(Azepan-1-ylsulfonyl)-4-pentylphenyl)-2-((2-((3-fluorophenyl)amino)-2-oxoethyl)(methyl)amino)acetamide